2,5-dimethyl-2,5-di(t-butylperoxy)3-hexene CC(C)(C=CC(C)(OOC(C)(C)C)C)OOC(C)(C)C